C(C)N(C(=O)N1[C@H]([C@H](CC1)NS(=O)(=O)C)CC=1C=C(C=CC1)C1=CC(=CC=C1)F)C (2S,3S)-N-ethyl-2-((3'-fluorobiphenyl-3-yl)methyl)-N-methyl-3-((methylsulfonyl)amino)pyrrolidine-1-carboxamide